FC1=CC=C2C=CC(=C(C2=C1)OCC1=CC=C(C=C1)C(F)(F)F)C(=O)N[C@H](C(=O)OC)C(CC)(C)C methyl (S)-2-(7-fluoro-1-((4-(trifluoromethyl)benzyl)oxy)-2-naphthamido)-3,3-dimethylpentanoate